BrC1=CC=C(OC2=CC3=C(NC2=O)C(CN3C(CN3[C@H](CN[C@@H](C3)C)CN3CC(OCC3)C(=O)N)=O)(C)C)C=C1 4-(((2R,5R)-1-(2-(6-(4-bromophenoxy)-3,3-dimethyl-5-oxo-2,3,4,5-tetrahydro-1H-pyrrolo[3,2-b]pyridin-1-yl)-2-oxoethyl)-5-methylpiperazin-2-yl)methyl)morpholine-2-carboxamide